(R)-5-((1-(2-(4,4-dimethylpiperidin-1-yl)-6-methyl-4-oxo-4H-chromen-8-yl)ethyl)amino)-1H-benzo[d]imidazole-6-carboxylic acid CC1(CCN(CC1)C=1OC2=C(C=C(C=C2C(C1)=O)C)[C@@H](C)NC1=CC2=C(NC=N2)C=C1C(=O)O)C